ClC=1C=CC(=C(C1)C1=CC(=C(N=N1)OCC(F)(F)F)NCC1=C(C=C(C=C1)OC)OC)F 6-(5-chloro-2-fluorophenyl)-N-[(2,4-dimethoxyphenyl)methyl]-3-(2,2,2-trifluoroethoxy)pyridazin-4-amine